C(C)(C)(C)OC(=O)N1C[C@H](OC2=C(C1)N=CC=C2)C(C)C.CC(C[C@@H](C(=O)NC=2SC(=CN2)N2CCOCC2)NS(=O)(=O)C2=CC=C(C=C2)C)C |&1:9| (S)-4-methyl-2-(4-methylphenyl-sulphonamido)-N-(5-morpholinothiazol-2-yl)pentanamide racemic-tert-butyl-2-isopropyl-2,3-dihydropyrido[2,3-f][1,4]oxazepine-4(5H)-carboxylate